COC=1C=C(C=CC1OC1=NC=CC=C1)C=1C=C2C=NC=NC2=C(C1)C=1C=C(C=CC1)NC(C=C)=O N-(3-(6-(3-methoxy-4-(pyridin-2-yloxy)phenyl)quinazolin-8-yl)phenyl)acrylamide